ClC=1C=C(C=CC1)N1N=CC(=C1)\C=C/1\C(N(C(S1)=S)CC)=O (5Z)-5-[[1-(3-chlorophenyl)pyrazol-4-yl]methylene]-3-ethyl-2-thioxo-thiazolidin-4-one